4-isopropoxy-N-(4-(5-(trifluoromethyl)thiophen-2-yl)quinolin-8-yl)benzamide C(C)(C)OC1=CC=C(C(=O)NC=2C=CC=C3C(=CC=NC23)C=2SC(=CC2)C(F)(F)F)C=C1